N-(2,6-diisopropylphenyl)-6-methyl-4-oxo-1-phenyl-1,4-dihydropyridazine-3-carboxamide C(C)(C)C1=C(C(=CC=C1)C(C)C)NC(=O)C1=NN(C(=CC1=O)C)C1=CC=CC=C1